NC1=CC=C(C=C1)C(C)N1C(C=2N(CC1)N=C1C2CN([C@@H](C1)C)C(=O)C=1C=CC(=C(C#N)C1)Br)=O 5-((3R)-9-(1-(4-aminophenyl)ethyl)-3-methyl-10-oxo-1,2,3,4,7,8,9,10-octahydropyrido[4',3':3,4]pyrazolo[1,5-a]pyrazine-2-carbonyl)-2-bromobenzonitrile